4-(6-(2,8-diazaspiro[4.5]decan-8-yl)pyridine-3-yl)-6-ethoxy-1H-pyrazolo[3',4':3,4]pyrazolo[1,5-a]pyridine C1NCCC12CCN(CC2)C2=CC=C(C=N2)C=2C=1N(C=C(C2)OCC)N=C2C1C=NN2